(2S,4R)-N-[(1S)-2-amino-2-oxo-1-[[(3S)-2-oxopyrrolidin-3-yl]methyl]ethyl]-4-ethoxy-pyrrolidine-2-carboxamide NC([C@H](C[C@H]1C(NCC1)=O)NC(=O)[C@H]1NC[C@@H](C1)OCC)=O